CC(C(CNC(OC(C)(C)C)=O)NC=1C=C(C2=C(N=C(N=C2)SC)N1)C#C[Si](C(C)C)(C(C)C)C(C)C)C tert-butyl N-(3-methyl-2-{[2-(methylsulfanyl)-5-[2-(triisopropylsilyl) ethynyl]pyrido[2,3-d]pyrimidin-7-yl]amino}butyl)carbamate